N-{[3-(4-{[(3S,4R)-3-fluoro-1-methylpiperidin-4-yl]amino}-1-(2,2,2-trifluoroethyl)-1H-indol-2-yl)-1,2,4-oxadiazol-5-yl]methyl}-1-(2-methoxyethyl)-1H-imidazole-5-carboxamide F[C@H]1CN(CC[C@H]1NC1=C2C=C(N(C2=CC=C1)CC(F)(F)F)C1=NOC(=N1)CNC(=O)C1=CN=CN1CCOC)C